N(=C=O)[Si](CCOC(C(OCC[Si](N=C=O)(N=C=O)N=C=O)(F)F)(F)F)(N=C=O)N=C=O 1,2-di(2-triisocyanatosilylethoxy)tetrafluoroethane